(2S)-N1-(5-(7-chloro-2-isopropyl-1-oxoisoindol-5-yl)-4-methylthiazol-2-yl)-pyrrolidine-1,2-dicarboxamide ClC=1C=C(C=C2CN(C(C12)=O)C(C)C)C1=C(N=C(S1)NC(=O)N1[C@@H](CCC1)C(=O)N)C